dimethyl-tin dibutyrate C(CCC)(=O)[O-].C(CCC)(=O)[O-].C[Sn+2]C